3-cyclopropylpropanoate C1(CC1)CCC(=O)[O-]